BrC=1C(=NC=C(C1)C)N 3-bromo-5-methylpyridin-2-amine